tert-butyl 1-{1-[5-(2,6-dioxopiperidin-3-yl)pyridin-2-yl]piperidine-4-carbonyl}-4-methylpiperidine-4-carboxylate O=C1NC(CCC1C=1C=CC(=NC1)N1CCC(CC1)C(=O)N1CCC(CC1)(C(=O)OC(C)(C)C)C)=O